(S)-2-((6-(1-acetylpiperidin-4-yl)-5-oxo-6,7-dihydro-5H-pyrrolo[3,4-d]pyrimidin-2-yl)amino)-6-chloro-2,3-dihydro-1H-indene-4-carbonitrile C(C)(=O)N1CCC(CC1)N1CC=2N=C(N=CC2C1=O)N[C@H]1CC=2C=C(C=C(C2C1)C#N)Cl